1,2-dipropoxybutane C(CC)OCC(CC)OCCC